The molecule is a morpholine derivative that is the (1R)-1-[3,5-bis(trifluoromethyl)phenyl]ethyl ether of (3-{[(2R,3S)-3-(4-fluorophenyl)-2-hydroxymorpholin-4-yl]methyl}-5-oxo-4,5-dihydro-1H-1,2,4-triazol-1-yl)phosphonic acid. It has a role as an antiemetic, a neurokinin-1 receptor antagonist and a prodrug. It is a member of morpholines, a member of triazoles, a cyclic acetal, a phosphoramide and a member of (trifluoromethyl)benzenes. It is a conjugate acid of a fosaprepitant(2-). C[C@H](C1=CC(=CC(=C1)C(F)(F)F)C(F)(F)F)O[C@@H]2[C@@H](N(CCO2)CC3=NN(C(=O)N3)P(=O)(O)O)C4=CC=C(C=C4)F